acryloxyethyl-methyldiethoxysilane C(C=C)(=O)OCC[Si](OCC)(OCC)C